N1(C=CC=2C1=NC=CC2)C2=NC(=NC=C2)NC2=CC(=C(C=C2OC)NCCO)NC2=NC=NC=C2 2-((4-((4-(1H-pyrrolo[2,3-b]pyridin-1-yl)pyrimidin-2-yl)amino)-5-methoxy-2-(pyrimidin-4-ylamino)phenyl)amino)ethan-1-ol